4-(3-(6-hydroxypyridin-3-yl)-4,4-dimethyl-5-oxo-2-thioxoimidazolidin-1-yl)-2-(trifluoromethyl)benzonitrile OC1=CC=C(C=N1)N1C(N(C(C1(C)C)=O)C1=CC(=C(C#N)C=C1)C(F)(F)F)=S